O=C1NC(CCC1N1C(C2=CC=C(C=C2C1=O)C#CCCCCO)=O)=O 2-(2,6-dioxopiperidin-3-yl)-5-(6-hydroxyhex-1-yn-1-yl)isoindoline-1,3-dione